C1(CC1)CN1C(=CC2=CC=CC(=C12)OCC1CNC(C1)=O)C1=NN2C(C(=CC(=C2)C(=O)N2C[C@@H](CCC2)NC(OC(C)(C)C)=O)F)=C1C tert-Butyl ((3R)-1-(2-(1-(cyclopropylmethyl)-7-((5-oxopyrrolidin-3-yl)methoxy)-1H-indol-2-yl)-4-fluoro-3-methylpyrazolo[1,5-a]pyridine-6-carbonyl)piperidin-3-yl)carbamate